C1(=CC=CC=C1)[S+](C1=CC=CC=C1)C1=CC=CC=C1.FC(S(=O)(=O)[O-])F difluoromethanesulfonic acid-triphenylsulfonium salt